COC(=O)C=1OC(=NN1)C1=NC=CC=C1 5-(pyridin-2-yl)-1,3,4-oxadiazole-2-carboxylic acid methyl ester